N-[3-[4-(2-amino-6-methyl-pyrimidin-4-yl)-1,4-oxazepan-3-yl]-4-chloro-phenyl]-N-methyl-carbamic acid tert-butyl ester C(C)(C)(C)OC(N(C)C1=CC(=C(C=C1)Cl)C1COCCCN1C1=NC(=NC(=C1)C)N)=O